3-ethyl-3-(2-oxetanylmethyl)oxetane C(C)C1(COC1)CC1OCC1